CC1=CC=C(C=C1)N1C(C2=CC=CC=C2C1(C1=CC=C(C=C1)C#N)C1=CC=C(C=C1)C#N)=O 2-(4-methylphenyl)-3,3-bis(4-cyanophenyl)isoindolin-1-one